8-(4-(4-Benzylphenoxy)piperidin-1-yl)-5-methyl-6-oxo-5,6-dihydro-1,5-naphthyridin-2-carbonitril C(C1=CC=CC=C1)C1=CC=C(OC2CCN(CC2)C2=CC(N(C=3C=CC(=NC23)C#N)C)=O)C=C1